C(C)OC1=C(C=CC=C1)OC(C)=O acetic acid 2-ethoxyphenyl ester